4-Hydroxy-2-butanone OCCC(C)=O